N-[3-fluoro-4-(hydroxymethyl)pyridin-2-yl]acetamide mesylate S(C)(=O)(=O)O.FC=1C(=NC=CC1CO)NC(C)=O